N,N-dicyclohexylethanolamine C1(CCCCC1)N(CCO)C1CCCCC1